COC1=CC=C(C=C1)CNCCCCCCCC(=O)OC(CC)CCCCCCCC undecan-3-yl 8-{[(4-methoxyphenyl)methyl]amino}octanoate